bromo-2,2-dimethyldihydro-2H-pyran-4(3H)-one BrC1C(OCCC1=O)(C)C